7-nitroindol-2-one [N+](=O)([O-])C1=CC=CC2=CC(N=C12)=O